COC1=NC(=NC=C1)N1CCCCC1 1-(4-methoxypyrimidin-2-yl)piperidin